N(=[N+]=[N-])CCCC[C@@H](C(=O)O)NC(=O)OCC1C2=CC=CC=C2C=2C=CC=CC12 (2S)-6-azido-2-({[(9H-fluoren-9-yl)methoxy]carbonyl}amino)hexanoic acid